i-decane CCCCCCCC(C)C